calcium cyanamide hydroxide [OH-].N#CN.[Ca+2].[OH-]